C[N+]1=CC=C(C=C1)C1=CC=[N+](C=C1)CC 1-methyl-1'-ethyl-4,4'-bipyridinium